N-((5-(1-cyclopropylethyl)-2,3-dihydro-1H-inden-4-yl)carbamoyl)-4-(2-hydroxypropan-2-yl)furan-2-sulfonimidamide C1(CC1)C(C)C=1C(=C2CCCC2=CC1)NC(=O)NS(=O)(=N)C=1OC=C(C1)C(C)(C)O